tert-Butyl-(2S)-2-(cyanomethyl)-4-[2-[[(2S,4R)-4-fluoro-1-methylpyrrolidin-2-yl]methoxy]-7-(8-methyl-1-naphthyl)-6,8-dihydro-5H-pyrido[3,4-d]pyrimidin-4-yl]piperazine-1-carboxylate C(C)(C)(C)OC(=O)N1[C@H](CN(CC1)C=1C2=C(N=C(N1)OC[C@H]1N(C[C@@H](C1)F)C)CN(CC2)C2=CC=CC1=CC=CC(=C21)C)CC#N